2,3-DIHYDRO-1H-INDOLE-5-SULFONAMIDE N1CCC2=CC(=CC=C12)S(=O)(=O)N